ClC=1C=C(C(=NC1)N1C(C(N(C(C1)=O)CC1=CC=C(C=C1)C(F)(F)F)C12CC(C1)(C2)O)=O)F 1-(5-chloro-3-fluoropyridin-2-yl)-3-(3-hydroxy-bicyclo[1.1.1]pentan-1-yl)-4-(4-(trifluoromethyl)-benzyl)piperazine-2,5-dione